3,4,5-trihydroxy-tetrahydro-2H-pyran-carboxylic acid OC1C(OCC(C1O)O)C(=O)O